BrC1=CC2=C(N=C(C=3N(C2C)C=C(C3)C3=CC=C(C=C3)F)NCC(OC)OC)C=C1 7-bromo-N-(2,2-dimethoxyethyl)-2-(4-fluorophenyl)-5-methyl-5H-benzo[e]pyrrolo[1,2-a][1,4]diazepin-11-amine